Dibenzyl 2-(((benzyloxy)(3-(tert-butoxy)-3-oxopropyl)phosphoryl)methyl)pentanedioate C(C1=CC=CC=C1)OP(=O)(CCC(=O)OC(C)(C)C)CC(C(=O)OCC1=CC=CC=C1)CCC(=O)OCC1=CC=CC=C1